7-bromo-3-ethyl-8-methoxy-5-phenyl-2,3-dihydro-1,5-benzothiazepin-4(5H)-one BrC=1C(=CC2=C(N(C(C(CS2)CC)=O)C2=CC=CC=C2)C1)OC